N1N=NN=C1CN1C(N(C2=NC(=NC=C12)N)[C@@H]1[C@@H]([C@@H]([C@H](O1)COC(C)=O)F)OC(C)=O)=O |&1:16| ((2R,3R,4S,SR)-5-(7-((1H-tetrazol-5-yl)methyl)-2-amino-8-oxo-7,8-dihydro-9H-purin-9-yl)-4-acetoxy-3-fluorotetrahydrofuran-2-yl)methylacetat